C(C)(C)(C)OC(=O)NCC1=C(C(=CS1)C(=O)OC)OC methyl 5-(((tert-butoxycarbonyl)amino)methyl)-4-methoxythiophene-3-carboxylate